N-[5-[2-(Cyclopropylmethyl)tetrazol-5-yl]-4-fluoro-2-methylphenyl]pyrazolo[1,5-a]pyridine-3-carboxamide C1(CC1)CN1N=C(N=N1)C=1C(=CC(=C(C1)NC(=O)C=1C=NN2C1C=CC=C2)C)F